N[C@@H](CC(=O)O)C(=O)N1CC(CC1)(C)C (3S)-3-Amino-4-(3,3-dimethylpyrrolidin-1-yl)-4-oxo-butanoic acid